O=C1NC(CCC1C1=CC=C(C=C1)N1CCN(CC1)C(=O)OC(C)(C)C)=O tert-butyl {4-[4-(2,6-dioxopiperidin-3-yl)phenyl]piperazin-1-yl}formate